4-(5-chloro-2-(pyridin-3-yl)pyrazolo[1,5-a]pyrimidin-7-yl)morpholine ClC1=NC=2N(C(=C1)N1CCOCC1)N=C(C2)C=2C=NC=CC2